FC=1C=C(O[C@@H]2CN(CC2)C(=O)OC(C)(C)C)C=CC1F tert-butyl (3s)-3-(3,4-difluorophenoxy)pyrrolidine-1-carboxylate